ClC(C#N)CCl 2,3-dichloropropionitrile